imidazoylpyridine N1C(=NC=C1)C(=O)C1=NC=CC=C1